C1(CC1)S(=O)(=O)NC1=CC(=NC=C1)CNC(=O)C=1C=C2NC(C(=NC2=CC1)CC)=O N-((4-(cyclopropanesulfonamido)pyridin-2-yl)methyl)-2-ethyl-3-oxo-3,4-dihydroquinoxaline-6-carboxamide